BrCC(CCO)(OC)OC 4-bromo-3,3-dimethoxy-1-butanol